N,N-dieicosylaniline hydrochloride Cl.C(CCCCCCCCCCCCCCCCCCC)N(C1=CC=CC=C1)CCCCCCCCCCCCCCCCCCCC